tert-Butyl (2R,4R)-2-(((S)-1-((3-chloro-5-cyanobenzyl)amino)-1-oxopropan-2-yl)carbamoyl)-4-phenylpyrrolidine-1-carboxylate ClC=1C=C(CNC([C@H](C)NC(=O)[C@@H]2N(C[C@H](C2)C2=CC=CC=C2)C(=O)OC(C)(C)C)=O)C=C(C1)C#N